C(C)(C)(C)OC(=O)NC(=N)N(C1=CC=C(C=C1)Cl)C(=O)OC(C)(C)C N,N'-di-tert-butoxycarbonyl-N'-(4-chlorophenyl)guanidine